6-(tetrahydro-2H-pyran-4-yl)-2,6,8,9-tetrahydro-7H-1,2,5,6-tetraazabenzo[cd]azulen-7-one O1CCC(CC1)N1C=2C3=C(NN=C3CCC1=O)C=CN2